nickel cobalt manganese iron copper aluminum [Al].[Cu].[Fe].[Mn].[Co].[Ni]